C(C1=CC=CC=C1)(=O)NCC1=NOC(C1)(C(=O)O)CC1=CC=CC=C1 3-(benzamidomethyl)-5-benzyl-4,5-dihydroisoxazole-5-carboxylic acid